(4-amino-7-(1H-pyrazol-5-yl) pyrrolo[1,2-a]quinoxalin-2-yl) methylpyridin-2-ylcarbamate CN(C(OC=1C=C2N(C3=CC=C(C=C3N=C2N)C2=CC=NN2)C1)=O)C1=NC=CC=C1